6-(4-(trans-4-((5-(trifluoromethyl)pyridin-2-yl)amino)cyclohexane-1-sulfonimidoyl)phenyl)isoindolin-1-one FC(C=1C=CC(=NC1)N[C@@H]1CC[C@H](CC1)S(=O)(=N)C1=CC=C(C=C1)C1=CC=C2CNC(C2=C1)=O)(F)F